ClC=1C=C(C=CC1F)C1(C(NC(N1)=O)=O)C 5-(3-chloro-4-fluorophenyl)-5-methylimidazolidine-2,4-dione